S(=O)(=O)(O)[O-].C(C)[NH2+]CC Diethyl-Ammonium Hydrogen Sulfate